CNCC1=C(C(=O)OCN2C(C(CCC2=O)N2C(C3=CC=C(C=C3C2)CNC(NC2=CC(=C(C=C2)CCSC)Cl)=O)=O)=O)C=CC=C1 [3-(5-[[([3-chloro-4-[2-(methylsulfanyl)ethyl]phenyl]carbamoyl)amino]methyl]-1-oxo-3H-isoindol-2-yl)-2,6-dioxopiperidin-1-yl]methyl 2-[(methylamino)methyl]benzoate